N-methyl-N-decyl-4-(decyloxy)aniline CN(C1=CC=C(C=C1)OCCCCCCCCCC)CCCCCCCCCC